C(#N)C1=CC(=NC(=C1C=1C=C2C(C(N(C2=CC1)C)=O)(F)F)C1=CC(=C(C=C1)C#N)F)N1CCC(CC1)NC(OC(C)(C)C)=O tert-butyl (1-(4-cyano-6-(4-cyano-3-fluorophenyl)-5-(3,3-difluoro-1-methyl-2-oxoindol-5-yl)pyrid-2-yl)piperid-4-yl)carbamate